tri(trimethyl-silyl)phosphine C[Si](C)(C)P([Si](C)(C)C)[Si](C)(C)C